zirconium bis(monohydrogen orthophosphate) monohydrate O.P(=O)(O)([O-])[O-].P(=O)(O)([O-])[O-].[Zr+4]